CN(C1=CC=C(C=C1)C=1C=CC(=NC1)OC1CN(C1)C(=O)C1=C(C=CC=C1)[N+](=O)[O-])C (3-((5-(4-(dimethylamino)phenyl)pyridin-2-yl)oxy)azetidin-1-yl)(2-nitrophenyl)methanone